CCCCCCCCC/C=C\\O The molecule is a fatty alcohol 11:1 that is undecanol containing a double bond located at position 1; a minor tautomer of undecanal. It is an enol and a fatty alcohol. It is a tautomer of an undecanal.